3-thienyl-boric acid S1C=C(C=C1)OB(O)O